4-[(3-dibutylaminopropyl)dimethylsilyl]styrene C(CCC)N(CCC[Si](C1=CC=C(C=C)C=C1)(C)C)CCCC